Trans-dimethylsilanediyl-[2-methyl-4-(3,5-dimethylphenyl)-5-methoxy-6-tert-butyl-inden-1-yl][2,6-dimethyl-4-(3,5-dimethylphenyl)-inden-1-yl]zirconium dichloride [Cl-].[Cl-].C[Si](=[Zr+2](C1C(=CC2=C(C=C(C=C12)C)C1=CC(=CC(=C1)C)C)C)C1C(=CC2=C(C(=C(C=C12)C(C)(C)C)OC)C1=CC(=CC(=C1)C)C)C)C